ClC1=NC2=NC(=CN=C2C(=N1)C1=C(C=C(C=C1)C)F)C 2-chloro-4-(2-fluoro-4-methylphenyl)-7-methylpteridine